FC=1C(=NC(=NC1)C(=O)N[C@@H]1C(N(C2=C(OC1)C=C(C=N2)F)C)=O)C2=CC=C(C=C2)F (S)-5-fluoro-N-(8-fluoro-5-methyl-4-oxo-2,3,4,5-tetrahydropyrido[3,2-b]-[1,4]oxazepin-3-yl)-4-(4-fluorophenyl)pyrimidine-2-carboxamide